CN(CCNC(=S)NC1=CC=CC=C1)C 1-(2-(dimethylamino)ethyl)-3-phenylthiourea